C(\C=C\C1=CC(OC)=C(O)C(OC)=C1)(=O)C([C@@H]1[C@H]([C@@H]([C@H]([C@@H](O1)O[C@@]1([C@H](O)[C@H](O)[C@@H](C(O)C(\C=C\C2=CC(OC)=C(O)C(OC)=C2)=O)O1)N1C(=O)NC(=O)C=C1)O)O)O)O (6-sinapoyl-beta-D-glucopyranosyloxy)-5'-sinapoyl-uridine